COC1=C(C=CC(=C1)OC)CNC1=NN=C(C2=CC(=CC=C12)C1=C(C(=CC=C1OC)B1OC(C(O1)(C)C)(C)C)F)C N-[(2,4-dimethoxyphenyl)methyl]-6-[2-fluoro-6-methoxy-3-(4,4,5,5-tetramethyl-1,3,2-dioxaborolan-2-yl)phenyl]-4-methylphthalazin-1-amine